FC1=C(C(=CC(=C1)C(=O)C1=CC=C2C(=CC=CN12)C1=CC2=C(N(C=N2)C)C=C1C(F)(F)F)F)NC(\C=C\CNC(COC)(C)C)=O (E)-N-(2,6-difluoro-4-(8-(1-methyl-6-(trifluoromethyl)-1H-benzo[d]imidazol-5-yl)indolizine-3-carbonyl)phenyl)-4-((1-methoxy-2-methylpropan-2-yl)amino)but-2-enamide